(aminomethyl)-3-cyclohexene-1-carboxylic acid NCC1(CC=CCC1)C(=O)O